C(CC\C=C/CCCCC)C(=C(C(=O)O)F)CCC\C=C/CCCCC (7Z)-3-[(4Z)-Dec-4-en-1-yl]-2-fluorotrideca-2,7-dienoic acid